cyclopentane-1,3-diene C1=CC=CC1